FC(CN1C=2C3=CN=C(C(O[C@@H](C4=CC(=CC=C4C4=NN(N=C4CC2C=N1)C)F)C)=C3)N)F (19R)-3-(2,2-difluoroethyl)-16-fluoro-10,19-dimethyl-20-oxa-3,4,9,10,11,23-hexaazapentacyclo[19.3.1.02,6.08,12.013,18]pentacosa-1(24),2(6),4,8,11,13,15,17,21(25),22-decaen-22-amine